C(C)(C)(C)OC(=O)N1C(C2(C1)CCC2)OCC(=O)OC(C)(C)C (2-(tert-butoxy)-2-oxoethoxy)-2-azaspiro[3.3]Heptane-2-carboxylic acid tert-butyl ester